NC=1C2=C(N=CN1)N(C=C2)[C@@H]2[C@@H]1[C@]([C@@H]3[C@H]2OC(O3)(C)C)(C1)CCC1=CC=C3C=C(C(=NC3=C1)N)C(C)C 7-(2-((3aR,3bR,4aS,5R,5aS)-5-(4-amino-7H-pyrrolo[2,3-d]pyrimidin-7-yl)-2,2-dimethyltetrahydrocyclopropa[3,4]cyclopenta[1,2-d][1,3]dioxol-3b(3aH)-yl)ethyl)-3-isopropylquinolin-2-amine